ClC=1C=C2C(=NC(=NC2=C(C1C1=CC(=CC2=CC=CC=C12)O)F)N1CC(C1)N(C)C)N1CCN(C2CC12)C(=O)[O-] 5-((S or R)-6-Chloro-2-(3-(dimethylamino)azetidine-1-yl)-8-fluoro-7-(3-hydroxynaphthalen-1-yl)quinazoline-4-yl)-2,5-diazabicyclo[4.1.0]heptane-2-carboxylate